C(C)(C)(C)OC(=O)O[C@@H]1[C@H]([C@H](N(C1)C(=O)OC(C)(C)C)CC1=CC=C(C=C1)OC)OC(NC)=O tert-butyl (2R,3S,4S)-4-[(tert-butoxycarbonyl)oxy]-2-[(4-methoxyphenyl)methyl]-3-[(methylcarbamoyl)oxy]pyrrolidine-1-carboxylate